C1(=CC=C(C=C1)NC(NC=1C=CC(=C(C1)NS(=O)(=O)C1=CC=C(C=C1)F)O)=O)C1=CC=CC=C1 N-(5-(3-([1,1'-biphenyl]-4-yl)ureido)-2-hydroxyphenyl)-4-fluorobenzenesulfonamide